isopropylcyclopentadienyl-manganese C(C)(C)[Mn]C1C=CC=C1